ClC=1C(=CC(=C(C(=O)NC)C1)O)O 5-chloro-2,4-dihydroxy-N-methylbenzamide